BrC1=C(C[Se]C2=CC=CC=C2)C=CC=C1 (2-bromobenzyl)(phenyl)selenium